Terbium(III) bromide [Br-].[Tb+3].[Br-].[Br-]